3-chloro-5-((2,4-di-chlorophenylimino)meth-yl)phenyl 3-methylbenzoate CC=1C=C(C(=O)OC2=CC(=CC(=C2)C=NC2=C(C=C(C=C2)Cl)Cl)Cl)C=CC1